methyl (1S,3S)-3-((5-(5-chloro-3-(((cyclopentyl(methyl)carbamoyl)oxy)methyl)thiophen-2-yl)-3-methylpyrazin-2-yl)oxy)cyclohexane-1-carboxylate ClC1=CC(=C(S1)C=1N=C(C(=NC1)O[C@@H]1C[C@H](CCC1)C(=O)OC)C)COC(N(C)C1CCCC1)=O